4-(cyclopenten-1-yl)thieno[2,3-b]pyridine C1(=CCCC1)C1=C2C(=NC=C1)SC=C2